7-hydroxycoumarin-3-carboxylic acid, succinimidyl ester OC1=CC=C2C=C(C(OC2=C1)=O)C(=O)ON1C(CCC1=O)=O